1-ethyl-3-methylimidazolium ethylsulphate C(C)OS(=O)(=O)[O-].C(C)N1C=[N+](C=C1)C